anti-phenylpropylamine C1(=CC=CC=C1)CCCN